2-[8-[tert-butoxycarbonyl(2-cyanoallyl)amino]-7-methoxycarbonyl-2-naphthyl]pyrimidine-4-carboxylic acid C(C)(C)(C)OC(=O)N(C=1C(=CC=C2C=CC(=CC12)C1=NC=CC(=N1)C(=O)O)C(=O)OC)CC(=C)C#N